racemic-cis-4-(3,4-dimethylbenzyl)-6-(pyridin-3-yl)-4-azaspiro[2.4]heptane-7-carbonitrile CC=1C=C(CN2C3(CC3)[C@@H]([C@@H](C2)C=2C=NC=CC2)C#N)C=CC1C |r|